1-{4-[3-Chloro-2-isopropyl-7-((R)-1-quinolin-3-yl-ethylamino)-2H-pyrazolo[4,3-d]pyrimidin-5-yl]-piperazin-1-yl}-ethanon ClC=1N(N=C2C1N=C(N=C2N[C@H](C)C=2C=NC1=CC=CC=C1C2)N2CCN(CC2)C(C)=O)C(C)C